4,4'-Methylen-bis-(N,N-di-glycidylanilin) C(C1=CC=C(N(CC2CO2)CC2CO2)C=C1)C1=CC=C(N(CC2CO2)CC2CO2)C=C1